N1=C(C=CC=C1)NC1=C(C(=NN1)C1=CC=C(C=C1)NS(=O)(=O)CC(F)(F)F)C(=O)N 5-[(pyridin-2-yl)amino]-3-[4-(2,2,2-trifluoro-ethane-sulfonamido)phenyl]-1H-pyrazole-4-carboxamide